C(C)(=O)OC=1C(=C2C(N(C=NC2=CC1)COCC[Si](C)(C)C)=O)F 5-fluoro-4-oxo-3-((2-(trimethylsilyl) ethoxy) methyl)-3,4-dihydroquinazolin-6-yl acetate